ClC1=C(C(=NC=C1C=O)F)F 4-chloro-5,6-difluoronicotinaldehyde